(S)-N-(1-(2,4-difluorophenyl)propyl)-2-(2,4-dioxo-1,4-dihydroquinazolin-3(2H)-yl)acetamide FC1=C(C=CC(=C1)F)[C@H](CC)NC(CN1C(NC2=CC=CC=C2C1=O)=O)=O